ClC=1C=NC=C(C1C1(CC1)C(=O)NC(C(=O)O)CCN(CCCCC1=NC=2NCCCC2C=C1)CC(CF)OC)C#N 2-[[1-(3-chloro-5-cyano-4-pyridyl)cyclopropanecarbonyl]amino]-4-[[3-fluoro-2-methoxy-propyl]-[4-(5,6,7,8-tetrahydro-1,8-naphthyridin-2-yl)butyl]amino]butanoic acid